CN1C(=NN=C1)CC1(COC1)C=1C=C(C=CC1)NC(=O)C1=CC(=C2C(=N1)C=CN2)CN2C[C@H](CCC2)C (S)-N-(3-(3-((4-methyl-4H-1,2,4-triazol-3-yl)methyl)oxetan-3-yl)phenyl)-7-((3-methylpiperidin-1-yl)methyl)-1H-pyrrolo[3,2-b]pyridine-5-carboxamide